NC=1C=CC(=NC1)C(=O)NC=1C=NC=C(C1)C 5-amino-N-(5-methylpyridin-3-yl)picolinamide